C(CCCCCCC\C=C/CCCCCCCC)C(CCCC)(N)N oleyl-pentanediamine